FC1=C(C=CCN1C)N1CCN(CC1)CC=1C=C2C=3N([C@H](C(NC3C1)=O)C)N=N2 (S)-6-fluoro-N-methyl-5-(4-((4-methyl-5-oxo-5,6-dihydro-4H-[1,2,3]triazolo[1,5,4-de]quinoxalin-8-yl)methyl)piperazin-1-yl)pyridine